6-(4-(4-fluorophenyl)-4-hydroxypiperidin-1-yl)-N-(2-(pyridin-2-yl)ethyl)pyrazine-2-carboxamide FC1=CC=C(C=C1)C1(CCN(CC1)C1=CN=CC(=N1)C(=O)NCCC1=NC=CC=C1)O